C(C)(C)(C)OC(=O)N1C(CCCC1)C=1C(=NN(C1)C)N (3-amino-1-methyl-1H-pyrazol-4-yl)piperidine-1-carboxylic acid tert-butyl ester